C(#N)C=1C=NC(=NC1)N1CCNCC1 4-(5-cyanopyrimidin-2-yl)piperazine